ClC=1C(=CC2=CN(N=C2C1)C1CC(C1)CI)NC(=O)C1=NC(=CC=C1)C(F)(F)F N-[6-chloro-2-[3-(iodomethyl)cyclobutyl]indazol-5-yl]-6-(trifluoromethyl)pyridine-2-carboxamide